CC1=CC(=NC=2N1N=CC2C(=O)O)N2CCOCC2 7-methyl-5-morpholinopyrazolo[1,5-a]Pyrimidine-3-carboxylic acid